2-[(1r,6r)-7,7-difluoro-6-methyl-3-azabicyclo[4.1.0]hept-3-yl]-N-(2-sulfamoyl-4-pyridinyl)-5-(trifluoromethyl)pyridine-3-carboxamide FC1([C@@]2(CCN(C[C@H]12)C1=NC=C(C=C1C(=O)NC1=CC(=NC=C1)S(N)(=O)=O)C(F)(F)F)C)F